4-mercaptomethylbenzimidazole zinc salt [Zn].SCC1=CC=CC=2N=CNC21